Cl.NC=1C=C(C=CC1C)NC(C1=NC=C(C=C1)CCCCC)=O N-(3-amino-4-methylphenyl)-5-pentylpicolinamide hydrogen chloride